2,4-diamino-7-chloromethyl-pteridine NC1=NC2=NC(=CN=C2C(=N1)N)CCl